FC(OC1=C(C=CC=C1[N+](=O)[O-])CN)F (2-(difluoromethoxy)-3-nitrophenyl)methanamine